O=C1CC[C@H](N1CC1=C(C(=CC(=C1)F)F)F)CC(=O)N[C@@H](C(C)C)C(=O)OCC#N Cyanomethyl (2-((S)-5-oxo-1-(2,3,5-trifluorobenzyl)pyrrolidin-2-yl)acetyl)-L-valinate